CC1N(C(CCC1)C)CC(=O)O 2,6-dimethylpiperidineacetic acid